ClC1=C(C=CC=C1)N1N=CC(=C1)C=1C(=CCN(C1)C)OCC 5-(1-(2-chlorophenyl)-1H-pyrazol-4-yl)-4-ethoxy-1-methyl-pyridin